C1(CC1)CCC1=CC=C(C(NO)=N)C=C1 4-(2-cyclopropylethyl)-N-hydroxybenzimidamide